(6,7-dichloro-1-methyl-9-(methylthio)-1,3,4,5-tetrahydro-2H-pyrido[4,3-b]indol-2-yl)(5-methoxypyrimidin-2-yl)methanone ClC1=C(C=C(C=2C3=C(NC12)CCN(C3C)C(=O)C3=NC=C(C=N3)OC)SC)Cl